FC1=CC=C(C=C1)C=1N=C(NC1C1=CC=NC=C1)C1=CC=C(C=C1)O 4-(4-Fluorophenyl)-2-(4-hydroxyphenyl)-5-(4-pyridyl)imidazole